N[C@@]1(CNCCOC1)C(=O)OC(C)(C)C tert-butyl (R)-6-amino-1,4-oxazepane-6-carboxylate